C(C)C1=C(COC2=CC=C(C3=C2OCO3)CN[C@H](C(=O)N)C)C=CC=C1 (S)-2-{[7-(2-ethylbenzyloxy)benzo[d][1,3]dioxol-4-yl]methylamino}propanamide